4,4'-(octane-1,8-diyl)dianiline C(CCCCCCCC1=CC=C(N)C=C1)C1=CC=C(N)C=C1